C1=CC=CC=2C(CCC3=C(C21)C=CC=C3)=O 5-dibenzocycloheptanone